6-(7,8-dimethyl-3-(trifluoromethyl)-[1,2,4]triazolo[4,3-b]pyridazin-6-yl)-3-(2-fluorobenzyl)-5,6,7,8-tetrahydro-1,6-naphthyridine CC1=C(C=2N(N=C1N1CC=3C=C(C=NC3CC1)CC1=C(C=CC=C1)F)C(=NN2)C(F)(F)F)C